BrC=1C=CC2=C(C(=C(O2)C(C(F)(F)F)O)COC2=C(C=CC=C2)CC(=O)OCC)C1 ethyl 2-(2-((5-bromo-2-(2,2,2-trifluoro-1-hydroxy ethyl)benzofuran-3-yl)methoxy)phenyl)acetate